ClC1=C(CN2C(C3=NC=CC=C3C2=O)([2H])[2H])C(=CC(=C1)C=1C2=CN(N=C2C=CC1)C([2H])([2H])[2H])Cl 6-(2,6-dichloro-4-(2-(methyl-d3)-2H-indazol-4-yl)benzyl)-6,7-dihydro-5H-pyrrolo[3,4-b]pyridin-5-one-7,7-d2